CC1=NC2=C(C=CC=C2C=C1)B(O)O (2-METHYLQUINOLIN-8-YL)BORANEDIOL